Bis-Glyceryl Dimethacrylate C(C(=C)C)(=O)OCC(O)CO.C(C(=C)C)(=O)OCC(O)CO